7-bromo-1,1,1-trifluoro-2-heptanone BrCCCCCC(C(F)(F)F)=O